1-(3-(difluoromethoxy)phenyl)-3-ethyl-3-methyl-2-oxoindoline-5-carboxylic acid FC(OC=1C=C(C=CC1)N1C(C(C2=CC(=CC=C12)C(=O)O)(C)CC)=O)F